C(C)(C)(C)OC(=O)N1CC(CCC1)CNC1=C(N=NC(=C1)Cl)C(=O)O 4-((1-(tert-butoxycarbonyl)piperidin-3-yl)methylamino)-6-chloropyridazine-3-carboxylic acid